(S)-9-((8-carboxyoctyl)oxy)-6-isopropyl-10-methoxy-2-oxo-6,7-dihydro-2H-pyrido[2,1-a]isoquinoline-3-carboxylic acid C(=O)(O)CCCCCCCCOC=1C=C2C[C@H](N3C(C2=CC1OC)=CC(C(=C3)C(=O)O)=O)C(C)C